N-acetylglucosamine 4,6-diacetate C(C)(=O)O[C@H]1[C@@H]([C@H](C(O)O[C@@H]1COC(C)=O)NC(C)=O)O